CN1N=NC(=C1)C=1C=C2C=C(N=CC2=CC1)NC(=O)[C@@H]1NCCC1 (R)-N-(6-(1-methyl-1H-1,2,3-triazol-4-yl)isoquinolin-3-yl)pyrrolidine-2-carboxamide